Bis-phenylmethylene(cyclopentadienyl)(dimethylfluorenyl)hafnium C1(=CC=CC=C1)C=[Hf](C1=C(C(=CC=2C3=CC=CC=C3CC12)C)C)(C1C=CC=C1)=CC1=CC=CC=C1